(4-(5-bromopyridin-2-yl)piperazin-1-yl)(cyclopentyl)methanone BrC=1C=CC(=NC1)N1CCN(CC1)C(=O)C1CCCC1